4-tetradecylamino-1,2-benzoquinone C(CCCCCCCCCCCCC)NC1=CC(C(C=C1)=O)=O